C(C)(C)(C)OC(=O)C1=CC=CC(C1)(C1=CC=CC=C1)C1=CC=CC=C1 6-(tert-butoxycarbonyl)-2,2-diphenylbenzol